3-({[(4S)-7-(2-fluorophenyl)-3,4-dihydro-2H-chromen-4-yl]methyl}amino)pyridine-4-carboxylic acid FC1=C(C=CC=C1)C1=CC=C2[C@H](CCOC2=C1)CNC=1C=NC=CC1C(=O)O